COC1=CC=C(C2=C1NC(=N2)NS(=O)(=O)C=2N(C(=NC2)C)C)C2CCOCC2 2,3-Dimethyl-3H-imidazole-4-sulfonic acid [7-methoxy-4-(tetrahydro-pyran-4-yl)-1H-benzoimidazol-2-yl]-amide